ClC1=CC(=C2C(=CN(C2=C1)C=1N=NN(C1)CCO)C=1C=NNC1)OC 2-[4-[6-chloro-4-methoxy-3-(1H-pyrazol-4-yl)indol-1-yl]triazol-1-yl]ethanol